5-((3-(Oxazol-5-yl)-1-((2-(trimethylsilyl)ethoxy)methyl)-1H-indazol-5-yl)oxy)-6,7-dihydro-5H-cyclopenta[b]pyrazine-2-carbonitrile O1C=NC=C1C1=NN(C2=CC=C(C=C12)OC1CCC2=NC(=CN=C21)C#N)COCC[Si](C)(C)C